NC1=NC=2C=NC(=CC2C2=C1COC2)C(=O)N2C(CC[C@@H](C2)C)C=2C=C(C1=C(OC3(CC3)C(N1C)=O)C2)F 7-((5S)-1-(4-amino-1,3-dihydrofuro[3,4-c][1,7]naphthyridine-8-carbonyl)-5-methylpiperidin-2-yl)-5-fluoro-4-methylspiro[benzo[b][1,4]oxazine-2,1'-cyclopropan]-3(4H)-one